C(C)(C)(C)OC(=O)N1CCC(=CC1)C=1C=C2C(=CNC2=CC1)CC(F)F 4-(3-(2,2-difluoroethyl)-1H-indol-5-yl)-3,6-dihydropyridine-1(2H)-carboxylic acid tert-butyl ester